C(C)OCOCC/C=C/CC[Li] (3E)-6-(ethoxymethoxy)-3-hexenyllithium